isopropyl (S)-8-(hydroxycarbamoyl)-3-methyl-2,3-dihydrobenzo[f][1,4]oxazepine-4(5H)-carboxylate ONC(=O)C1=CC2=C(CN([C@H](CO2)C)C(=O)OC(C)C)C=C1